C1CCN2CCCC12COC=1N=C(C2=C(N1)C=CN=C2)N 2-((tetrahydro-1H-pyrrolizin-7a(5H)-yl)methoxy)pyrido[4,3-d]pyrimidin-4-amine